FC1=C(C=CC=C1NS(=O)(=O)NC)CN1C(OC2=C(C1)C=CC(=C2)OC2COC2)=O 3-{[2-fluoro-3-(methylaminosulfonylamino)phenyl]methyl}-7-(3-oxetanyloxy)-3,4-dihydro-2H-1,3-benzoxazin-2-one